C(C)(C)(C)OC[C@H](C(=O)NC=1C=C2CC(CC2=C(C1)F)C=O)NC(OC(C)(C)C)=O tert-Butyl N-[(1R)-1-(tert-butoxymethyl)-2-[(7-fluoro-2-formyl-indan-5-yl)amino]-2-oxo-ethyl]carbamate